FC1(CCC(CC1)C(C=O)=O)F 2-(4,4-difluorocyclohexyl)glyoxal